ClC1=C(C=CC=C1)N1C=2N(C3=C(C1=O)C=NC(=N3)NC3=CC=C1C(CN(CC1=C3)CC)(C)C)C=CN2 6-(2-chlorophenyl)-2-[(2-ethyl-4,4-dimethyl-1,2,3,4-tetrahydroisoquinolin-7-yl)amino]imidazo[1,2-a]pyrimido[5,4-e]pyrimidin-5(6H)-one